1-(4-(5-bromo-3-(2,5-dimethyl-1H-pyrrol-1-yl)-1H-pyrazol-1-yl)phenyl)-piperazine BrC1=CC(=NN1C1=CC=C(C=C1)N1CCNCC1)N1C(=CC=C1C)C